8-bromo-5-fluoro-4-methyl-3,4-dihydroisoquinoline BrC=1C=CC(=C2C(CN=CC12)C)F